BrC(C=1C=C(C(=O)OCBr)C=C(C1)Cl)(F)F bromomethyl 3-(bromodifluoromethyl)-5-chlorobenzoate